BrC1=CC=2C[C@@H]3[C@@H](O3)C2C=C1 (1aS,6aR)-4-bromo-1a,6a-dihydro-6H-indeno[1,2-b]oxirene